FC(C1=CC=C(OC2=C3C=CC=NC3=C(C=C2)CN)C=C1)(F)F [5-{4-(trifluoromethyl)phenoxy}quinolin-8-yl]methylamine